8-Chloro-9-fluoro-5-((1-methylpyrrolidin-2-yl)methoxy)-2-(piperazin-1-yl)pyrimido[5,4-c]quinoline ClC=1C(=CC=2C3=C(C(=NC2C1)OCC1N(CCC1)C)C=NC(=N3)N3CCNCC3)F